BrN1C=CCC=C1 bromo-1,4-dihydropyridine